C1(CC1)CC1(NC=NN1)C(=O)OCC Ethyl 5-(cyclopropylmethyl)-4H-1,2,4-triazol-5-carboxylate